BrC=1C=CC2=CN(N=C2C1)C1CCC(CC1)C(=O)OC 1-(1r,4r)-Methyl 4-(6-bromo-2H-indazol-2-yl)cyclohexanecarboxylate